6-((2-aminoethyl)(ethyl)amino)nicotinonitrile NCCN(C1=NC=C(C#N)C=C1)CC